ClCC(CCC1CCN(CC1)C(=O)C1(CCOCC1)NC1=CC=C(C=C1)Cl)=O 1-chloro-4-(1-(4-((4-chlorophenyl)amino)tetrahydro-2H-pyran-4-carbonyl)piperidin-4-yl)butan-2-one